FC=1C=C(C=CC1OC)C=1N=C2N(C=C(C=C2C)C2C[C@@H](N(CC2)C2CCNCC2)C(C)C)C1 2-(3-fluoro-4-methoxyphenyl)-6-(r-isopropyl-[1,4'-bipiperidin]-4-yl)-8-methylimidazo[1,2-a]pyridine